C(C)(C)(C)OC(=O)C1C(C2=CC(=C(C=C2C1)CC)CC)N 2-tert-butoxycarbonyl-amino-(5,6-diethyl)indan